N-methylimidazoleformamide CNC(=O)C=1NC=CN1